N-(3-chloro-5-fluorophenyl)-N-{4-[2-(2-chloro-6-fluorophenyl)acetylamino]pyridin-2-yl}acetamide ClC=1C=C(C=C(C1)F)N(C(C)=O)C1=NC=CC(=C1)NC(CC1=C(C=CC=C1F)Cl)=O